hydroxyindole sulfate S(=O)(=O)(O)O.OC=1NC2=CC=CC=C2C1